4-((4-(cyclohexylamino)-3-(1-methyl-1H-pyrazol-4-yl)-1H-pyrazolopyrimidin-6-yl)amino)-3-methoxy-N-methylbenzamide C1(CCCCC1)NN1CN(C=C2C1=C(NN2)C=2C=NN(C2)C)NC2=C(C=C(C(=O)NC)C=C2)OC